(5-(benzyloxy)-2-methylbenzofuran-3-yl)(4-methylpiperidin-1-yl)methanone C(C1=CC=CC=C1)OC=1C=CC2=C(C(=C(O2)C)C(=O)N2CCC(CC2)C)C1